methyl 2-(3-(benzyloxy)phenyl)-7-hydroxy-6,6-dimethyl-2-(methyl-d3)heptanoate C(C1=CC=CC=C1)OC=1C=C(C=CC1)C(C(=O)OC)(CCCC(CO)(C)C)C([2H])([2H])[2H]